O1C(CCCC1)OCC1=NN2C(CCCCC2)=C1 (((tetrahydro-2H-pyran-2-yl)oxy)methyl)-5,6,7,8-tetrahydro-4H-pyrazolo[1,5-a]azepine